(2R,4R)-N2-(5-((+)-1-amino-1-(3-cyanophenyl)-3-cyclopropyl)-2-fluorophenyl)-N1-(4-bromophenyl)-4-hydroxypyrrolidine-1,2-dicarboxamide NC1(CC1C=1C=CC(=C(C1)NC(=O)[C@@H]1N(C[C@@H](C1)O)C(=O)NC1=CC=C(C=C1)Br)F)C1=CC(=CC=C1)C#N